(4-pyridyl)cyclohexanecarboxamide N1=CC=C(C=C1)C1(CCCCC1)C(=O)N